NC=1CC(=CC2=C(N1)C=C(S2)CCCCCN)C(=O)N(CCC)CCCNCCC(C)(C)C 5-amino-2-(5-aminopentyl)-N-(3-(3,3-dimethylbutylamino)propyl)-N-propyl-6H-thieno[3,2-b]azepin-7-carboxamide